C(#N)C1=CC=C(C=C1)C1(OC(C2=CC=CC=C12)=O)C1=CC=C(C=C1)C#N 3,3-bis(4-cyanophenyl)isobenzofuran-1(3H)-one